n-butanediic acid C(CCC(=O)O)(=O)O